[Cl-].[Cl-].CC=1C(C(=C(C1C)C)C)C1=C(O[Ti+2])C(=CC(=C1)C(C)(C)C)C(C1=CC=CC=C1)(C1=CC=CC=C1)C1=CC=CC=C1 2-(2,3,4,5-Tetramethylcyclopentadienyl)-4-tert-butyl-6-tritylphenoxytitanium dichloride